[3,4'-bipyridine]-6-carboxamide N1=CC(=CC=C1C(=O)N)C1=CC=NC=C1